1-(3-bromopyridin-4-yl)-N,N-dimethylmethylamine BrC=1C=NC=CC1CN(C)C